4-(bicyclo[1.1.1]pentan-1-ylamino)-2-((tetrahydro-2H-pyran-4-yl)amino)pyrimidine-5-carboxamide C12(CC(C1)C2)NC2=NC(=NC=C2C(=O)N)NC2CCOCC2